[B].[B].OC(C)(C)C(C)(C)O.OC(C)(C)C(C)(C)O bis-pinacol diboron